N-(3,4-dichlorophenyl)-4-(4-{3-[(2-methoxyethyl)carbamoyl]phenyl}-2-oxo-2,3-dihydro-1H-1,3-benzodiazol-1-yl)piperidine-1-carboxamide ClC=1C=C(C=CC1Cl)NC(=O)N1CCC(CC1)N1C(NC2=C1C=CC=C2C2=CC(=CC=C2)C(NCCOC)=O)=O